3-(3-(9,10-diphenylanthracen-2-yl)phenyl)-1-(pyridin-2-yl)imidazo[1,5-a]pyridine C1(=CC=CC=C1)C=1C2=CC=CC=C2C(=C2C=CC(=CC12)C=1C=C(C=CC1)C1=NC(=C2N1C=CC=C2)C2=NC=CC=C2)C2=CC=CC=C2